C=C1C(NC(C(N1)=O)=CC=1N=C(NC1C(C)C)C(CC)C1NCCOC1)=O methylene-6-((5-isopropyl-1-(3-morpholinyl)propylimidazol-4-yl)Methylene)piperazine-2,5-dione